C1(=CC=C(C=C1)C(\C=C\C1=CC=C(C=C1)CO)=O)C(\C=C\C1=CC=C(C=C1)CO)=O 1,1'-(1,4-Phenylene)bis[(E)-3-[4-(hydroxymethyl)phenyl]-2-propen-1-one]